nickel (p-nonylphenyl) phosphonate P(OC1=CC=C(C=C1)CCCCCCCCC)([O-])=O.[Ni+2].C(CCCCCCCC)C1=CC=C(C=C1)OP([O-])=O